ClC=1C=C(C=C(C1)Cl)C1(CC(=NO1)C1=CC(=C(C(=O)O)C=C1)C)C(F)(F)F 4-[5-(3,5-dichloro-phenyl)-5-trifluoromethyl-4,5-dihydro-isoxazol-3-yl]-2-methyl-benzoic acid